C12(CC(C1)C2)N2C[C@H](N(S(C1=C2C=CC(=C1)O)(=O)=O)C)CCCC (R)-5-(bicyclo[1.1.1]pentan-1-yl)-3-butyl-8-hydroxy-2-methyl-2,3,4,5-tetrahydrobenzo[f][1,2,5]thiadiazepine-1,1-dioxide